O[C@@H]1CN(CC1)C=1C=C2C=NN(C2=CC1NC(=O)C=1N=C(OC1)N1CCNCC1)C (S)-N-(5-(3-hydroxypyrrolidin-1-yl)-1-methyl-1H-indazol-6-yl)-2-(piperazin-1-yl)oxazole-4-carboxamide